C(#N)C=1C=C2C(=NC1)N(N=C2)C2=NC=C(C(=O)N[C@H]1CO[C@@H](CC1)C(C)(C)O)C(=C2)NC(C)C 6-(5-cyano-1H-pyrazolo[3,4-b]pyridin-1-yl)-N-((3R,6S)-6-(2-hydroxypropan-2-yl)tetrahydro-2H-pyran-3-yl)-4-(isopropylamino)nicotinamide